tert-butyl 4-(8-chloro-7-fluoro-1-oxo-1,2-dihydroisoquinolin-3-yl)-2-azabicyclo[2.1.1]hexane-2-carboxylate ClC=1C(=CC=C2C=C(NC(C12)=O)C12CN(C(C1)C2)C(=O)OC(C)(C)C)F